C1(=CC=CC=C1)C1CC(CNC1)C(=O)O 5-phenylpiperidine-3-carboxylic acid